ClC1=C(C2=C(C(=N1)C(=C)C)C(=NN2C2CC2)N2[C@@H]1CN([C@H](C2)CC1)C(=O)OC(C)(C)C)F Tert-butyl (1S,4S)-5-(6-chloro-1-cyclopropyl-7-fluoro-4-(prop-1-en-2-yl)-1H-pyrazolo[4,3-c]pyridin-3-yl)-2,5-diazabicyclo[2.2.2]octane-2-carboxylate